N=1N(N=CC1)C1=C(C=C(C=N1)NC(=O)C=1C=NN(C1C(F)(F)F)C1=C2C=CC=NC2=CC=C1)C(F)(F)F N-(6-(2H-1,2,3-triazol-2-yl)-5-(trifluoromethyl)pyridin-3-yl)-1-(quinolin-5-yl)-5-(trifluoromethyl)-1H-pyrazole-4-carboxamide